C(CCC)(=O)N[C@@H](CC(=O)O)C(=O)O N-butanoyl-Aspartic acid